C(C)(C)(C)C=1C=C(C=C(C1O)C(C)(C)C)C(C(=O)O)=C 3,5-di-tert-butyl-4-hydroxy-phenyl-acrylic acid